N1(CCNCC1)CCOCCO 2-(2-(piperazin-1-yl)ethoxy)ethan-1-ol